5-(4-methylbenzyl)-3H-imidazo[4,5-c]pyridin-5-ium CC1=CC=C(C[N+]2=CC3=C(C=C2)N=CN3)C=C1